(3-buten-1-yl)(methyl)methylene(cyclopentadienyl)(2,7-di-tert-butylfluorenyl)hafnium C(CC=C)C(=[Hf](C1=C(C=CC=2C3=CC=C(C=C3CC12)C(C)(C)C)C(C)(C)C)C1C=CC=C1)C